pentaerythritol tetrakis-(mercaptoacetate) SCC(=O)OCC(COC(CS)=O)(COC(CS)=O)COC(CS)=O